tert-Butyl 4-(2-(allyloxy)-4-(5-aminopicolinamido)-3-isopropoxybenzamido)benzoate C(C=C)OC1=C(C(=O)NC2=CC=C(C(=O)OC(C)(C)C)C=C2)C=CC(=C1OC(C)C)NC(C1=NC=C(C=C1)N)=O